O1CCC(CC1)NC1=CC=C(C=C1)C1C(CC2C(N1)CCC2)C(=O)OC(C)(C)C tert-butyl 2-[4-(tetrahydropyran-4-ylamino) phenyl]-2,3,4,4a,5,6,7,7a-octahydro-1H-cyclopenta[b]pyridine-3-carboxylate